4-[2-isopropoxyethyl-[4-(5,6,7,8-tetrahydro-1,8-naphthyridin-2-yl)butyl]amino]-2-[[3-(trifluoromethyl)pyridine-4-carbonyl]amino]butanoic acid C(C)(C)OCCN(CCC(C(=O)O)NC(=O)C1=C(C=NC=C1)C(F)(F)F)CCCCC1=NC=2NCCCC2C=C1